bis-dimethylamino-difluoro-silane CN(C)[Si](F)(F)N(C)C